8-((R)-1-Cyclopropylpropoxy)-N-((S)-1-fluoropropan-2-yl)-7-(1H-pyrazol-4-yl)-[1,2,4]triazolo[1,5-c]pyrimidin-2-amine C1(CC1)[C@@H](CC)OC=1C=2N(C=NC1C=1C=NNC1)N=C(N2)N[C@H](CF)C